4-(2-(2-Aminopyridin-3-yl)-3-(4-(hydroxymethyl)phenyl)-3H-imidazo[4,5-b]pyridin-5-yl)nicotinonitrile NC1=NC=CC=C1C1=NC=2C(=NC(=CC2)C2=CC=NC=C2C#N)N1C1=CC=C(C=C1)CO